N-[4-(3,4-dimethoxyphenyl)-2-thiazolyl]-2-[[(4-fluorophenyl)sulfonyl]amino]-benzamide COC=1C=C(C=CC1OC)C=1N=C(SC1)NC(C1=C(C=CC=C1)NS(=O)(=O)C1=CC=C(C=C1)F)=O